1-Butyl-3-((1s,4s)-4-((5,5-dimethyl-2,4-dioxo-3-((2-(trimethylsilyl)ethoxy)methyl)imidazolidin-1-yl)methyl)cyclohexyl)-6-methylpyrimidine-2,4(1H,3H)-dione C(CCC)N1C(N(C(C=C1C)=O)C1CCC(CC1)CN1C(N(C(C1(C)C)=O)COCC[Si](C)(C)C)=O)=O